N1(N=CC=C1)C=1N=CC(=NC1)CN1C2=NC(=NC=C2NC1=O)C1=C(C=CC=C1)C(C)C ((5-(1H-pyrazol-1-yl)pyrazin-2-yl)methyl)-2-(2-isopropylphenyl)-7,9-dihydro-8H-purin-8-one